ethyl 2-[2-[[7-benzyloxy-4-(4-fluorophenyl)-3-isopropyl-1-isoquinolyl]oxy]-5-oxo-6-azaspiro[3.4]octan-6-yl]acetate C(C1=CC=CC=C1)OC1=CC=C2C(=C(N=C(C2=C1)OC1CC2(C1)C(N(CC2)CC(=O)OCC)=O)C(C)C)C2=CC=C(C=C2)F